2-amino-1,3-bis(carboxyethoxy)propane NC(COCCC(=O)O)COCCC(=O)O